C(CCC)C(C(=O)O)(O)C butyllactic acid